ClC1=NC=CC(=C1)CCN1C=NC2=CC=CC=C2C1=O 3-(2-(2-chloropyridin-4-yl)ethyl)quinazolin-4(3H)-one